C(C)(=O)N1C(CC(C1)F)C(=O)NC(C1=CC=C2C=NNC2=C1)C1=NC(=C(C=C1)C1CC1)F 1-Acetyl-N-[(5-cyclopropyl-6-fluoropyridin-2-yl)(1H-indazol-6-yl)methyl]-4-fluoropyrrolidine-2-carboxamide